tert-Butyl N-{[(1R)-6-(1,3-oxazol-5-yl)-1,3,4,5-tetrahydro-2-benzoxepin-1-yl]methyl}carbamate O1C=NC=C1C1=CC=CC2=C1CCCO[C@H]2CNC(OC(C)(C)C)=O